7-((R)-sec-butoxy)-N-(1-cyclopropyl-2-oxo-1,2-dihydropyridin-3-yl)-2-((1R,4s)-1-methyl-2-oxabicyclo[2.2.1]hept-4-yl)imidazo[1,2-a]pyrimidine-6-carboxamide [C@@H](C)(CC)OC1=NC=2N(C=C1C(=O)NC=1C(N(C=CC1)C1CC1)=O)C=C(N2)[C@]21CO[C@](CC2)(C1)C